1-(2-chlorophenyl)-2-(tetrahydropyrimidin-2(1H)-ylidene)ethan-1-one ClC1=C(C=CC=C1)C(C=C1NCCCN1)=O